NC1=NC=NN2C1=C(C=C2C=2C=C(C(=NC2)OC)C(=O)NCCC(C)C2=CC=CC=C2)C(F)(F)F 5-[4-amino-5-(trifluoromethyl)pyrrolo[2,1-f][1,2,4]triazin-7-yl]-2-methoxy-N-(3-phenylbutyl)pyridine-3-carboxamide